(R)-8-(2-((1,1,1-trifluoropropan-2-yl)amino)-7H-pyrrolo[2,3-d]pyrimidin-5-yl)-3,4-dihydrobenzo[f][1,4]oxazepin-5(2H)-one FC([C@@H](C)NC=1N=CC2=C(N1)NC=C2C2=CC1=C(C(NCCO1)=O)C=C2)(F)F